(3S,4S)-4-(thien-2-yl)-3-(isoquinolin-5-ylcarbamoyl)pyrrolidine-1-carboxylic acid S1C(=CC=C1)[C@H]1[C@@H](CN(C1)C(=O)O)C(NC1=C2C=CN=CC2=CC=C1)=O